ClC=1C(=CC2=C(C=3N([C@@H](CO2)C(C)C)C=C(C(C3)=O)N(C(OC(C)(C)C)=O)C)C1)OCCCOC tert-butyl (R)-(2-chloro-7-isopropyl-3-(3-methoxypropoxy)-11-oxo-6,7-dihydro-11H-benzo[f]pyrido[1,2-d][1,4]oxazepin-10-yl)(methyl)carbamate